Natrium caprylat C(CCCCCCC)(=O)[O-].[Na+]